2-(3,4-Dichlorobenzoyl)-8-methylidene-10-(2,2,2-trifluoroethyl)-1,2,3,4,7,8,9,10-octahydro-11H-pyrido[4',3':3,4]pyrazolo[1,5-a][1,4]diazepin-11-one ClC=1C=C(C(=O)N2CC=3C(=NN4C3C(N(CC(C4)=C)CC(F)(F)F)=O)CC2)C=CC1Cl